C(C)(C)C1=CC(=NN1)NC1=CN=CC(=N1)[C@@H]1CC(CCC1)=O (S)-3-(6-((5-isopropyl-1H-pyrazol-3-yl)amino)pyrazin-2-yl)cyclohexan-1-one